ClC1=CC(=C(N=N1)C(=O)NOCC)NC1=C(C(=CC=C1)C1=NN(C=N1)C)OC 6-Chloro-N-ethoxy-4-((2-methoxy-3-(1-methyl-1H-1,2,4-triazol-3-yl)phenyl)amino)pyridazine-3-carboxamide